OC1=CC=C(NC2C(CN(C2)S(=O)(=O)C2=CC=C3C=CNC3=C2)O)C=C1 4-(4-hydroxyanilino)-1-(1H-indol-6-ylsulfonyl)pyrrolidin-3-ol